BrC=1N=C2C(=C(C(N(C2=CC1)C)=O)C#N)N1CCN(CC1)CC1=C(C=CC=C1)O 6-bromo-4-(4-(2-hydroxybenzyl)piperazin-1-yl)-1-methyl-2-oxo-1,2-dihydro-1,5-naphthyridine-3-carbonitrile